O(S(=O)(=O)C(F)(F)F)C=1C=C2C=3C=CC=CC3CC2=CC1 fluoren-6-yl triflate